FC1(CCN(CC1)C1=NC(=NC=C1)NC(C1=C(C=C(C=C1)NS(=O)(=O)C(C)(C)C)N1CCC2(CC2)CC1)=O)F N-(4-(4,4-difluoropiperidin-1-yl)pyrimidin-2-yl)-4-((1,1-dimethylethyl)sulfonamido)-2-(6-azaspiro[2.5]octan-6-yl)benzamide